4-((5-(3,4-difluorophenyl)pyridin-3-yl)oxy)-6-hydroxypicolinonitrile FC=1C=C(C=CC1F)C=1C=C(C=NC1)OC1=CC(=NC(=C1)O)C#N